NC1=NC=CC(=N1)C1=CC(=C(CNC(=O)C2=CN=C(S2)C(C)OC)C=C1)C N-(4-(2-aminopyrimidin-4-yl)-2-methylbenzyl)-2-(1-methoxyethyl)thiazole-5-carboxamide